5-[4-chloro-6-(cyclopentyloxy)pyrimidin-2-yl]Pyridine-3-carbonitrile ClC1=NC(=NC(=C1)OC1CCCC1)C=1C=C(C=NC1)C#N